methyl sulphate S(=O)(=O)(OC)[O-]